O[C@@H]1CN(CC[C@@]12NCC1=CC=CC=C1C2)C(=O)C=2N=C1N(C=C(C=C1C(C)O)C(F)(F)F)C2 ((3R,3'R)-3'-hydroxy-1,4-dihydro-2H-spiro[isoquinoline-3,4'-piperidin]-1'-yl)(8-(1-hydroxyethyl)-6-(trifluoromethyl)imidazo[1,2-a]pyridin-2-yl)methanone